N1(CCCCC1)C(=O)OC(=O)C=1C(NC(NN1)=O)=O 3,5-dioxo-2,3,4,5-tetrahydro-1,2,4-triazine-6-carbonyl piperidinecarboxylate